tert-butyl (S)-3-(ethyl(4-isopropylbenzyl)carbamoyl)piperidine-1-carboxylate C(C)N(C(=O)[C@@H]1CN(CCC1)C(=O)OC(C)(C)C)CC1=CC=C(C=C1)C(C)C